[O-2].[Zn+2].[Ba+2].[Ca+2].[O-2].[O-2] calcium-barium-zinc oxide